ClC1=NN=C(S1)NC(CSC=1NC(C2=C(N1)N(N=C2)C2CCCCC2)=O)=O N-(5-chloro-1,3,4-thiadiazol-2-yl)-2-((1-cyclohexyl-4-oxo-4,5-dihydro-1H-pyrazolo[3,4-d]pyrimidin-6-yl)thio)acetamid